(R)-N'-((3,3-dimethyl-1,2,3,5,6,7-hexahydrodicyclopenta[b,e]pyridin-8-yl)carbamoyl)-4-(hydroxymethyl)-2-(1,2,3-trihydroxypropan-2-yl)thiazole-5-sulfonimidamide CC1(CCC=2C1=NC1=C(C2NC(=O)N=[S@](=O)(N)C2=C(N=C(S2)C(CO)(CO)O)CO)CCC1)C